2-Methyl-2-ethylthiazolidine CC1(SCCN1)CC